4-bromo-1-(2,2-dimethoxyethyl)-3-(4-methoxyphenyl)-5-methyl-1H-pyrrole-2-carboxamide BrC=1C(=C(N(C1C)CC(OC)OC)C(=O)N)C1=CC=C(C=C1)OC